1-((2R,4aS,4bR,6aS,7S,7aS,8aR,8bR,8cR,10aR)-2-hydroxy-2,6a-dimethyloctadecahydrocyclopenta[4,5]cyclopenta[1,2-a]phenanthren-7-yl)-2-(4-(oxazol-2-yl)-1H-pyrazol-1-yl)ethan-1-one O[C@@]1(CC[C@@H]2[C@H]3CC[C@]4(C(C3CCC2C1)[C@H]1[C@@H]([C@@H]4C(CN4N=CC(=C4)C=4OC=CN4)=O)CCC1)C)C